ClC1=CC=C2C(=N1)NC(C2(C)C2=C(C=CC(=C2)Cl)OC)=O 6-chloro-3-(5-chloro-2-methoxyphenyl)-3-methyl-1H-pyrrolo[2,3-b]pyridin-2(3H)-one